(5-cyclopropyl-3-((4-(difluoromethoxy)phenyl)(4-methoxybenzyl)amino)thiophen-2-yl)methanol C1(CC1)C1=CC(=C(S1)CO)N(CC1=CC=C(C=C1)OC)C1=CC=C(C=C1)OC(F)F